N6-(((9H-fluoren-9-yl)methoxy)carbonyl)-N2-(tert-butoxycarbonyl)lysine C1=CC=CC=2C3=CC=CC=C3C(C12)COC(=O)NCCCC[C@H](NC(=O)OC(C)(C)C)C(=O)O